1-((8-fluoro-6,12-dioxo-6,12-dihydroindolo[2,1-b]quinazolin-2-yl)methyl)guanidine FC=1C=C2C(C3=NC4=CC=C(C=C4C(N3C2=CC1)=O)CNC(=N)N)=O